(R)-(7-methyl-1H-indol-6-yl)(8-methyl-3-(3-methyl-1,2,4-thiadiazol-5-yl)-5,6-dihydro-[1,2,4]triazolo[4,3-a]pyrazin-7(8H)-yl)methanone CC=1C(=CC=C2C=CNC12)C(=O)N1[C@@H](C=2N(CC1)C(=NN2)C2=NC(=NS2)C)C